Cyclopropane-carboxylic acid [6-fluoro-4-methoxy-7-(tetrahydro-pyran-4-yl)-thiazolo[4,5-c]pyridin-2-yl]-amide FC1=C(C2=C(C(=N1)OC)N=C(S2)NC(=O)C2CC2)C2CCOCC2